C(C)N(CCNC(=O)C1CCN(CC1)C1=NN=C(C=2C1=NN(C2C)C2=CC=C(C=C2)OC)C)CC N-(2-(diethylamino)ethyl)-1-(2-(4-methoxyphenyl)-3,4-dimethyl-2H-pyrazolo[3,4-d]pyridazin-7-yl)piperidine-4-carboxamide